(S)-1-(6-(azetidin-3-yl)-8-(4-(trifluoromethoxy)phenyl)quinoxalin-5-yl)ethane-1,2-diol N1CC(C1)C=1C(=C2N=CC=NC2=C(C1)C1=CC=C(C=C1)OC(F)(F)F)[C@@H](CO)O